3-[5,7-difluoro-1-methyl-6-[1-[[(3S,4S)-3-methyl-4-piperidyl]methyl]-4-piperidyl]indazol-3-yl]piperidine-2,6-dione FC=1C=C2C(=NN(C2=C(C1C1CCN(CC1)C[C@@H]1[C@@H](CNCC1)C)F)C)C1C(NC(CC1)=O)=O